(4-(7-((4-chlorophenyl)amino)-1-methyl-6,7-dihydro-5H-benzo[c][1,2,3]triazolo[1,5-a]azepin-9-yl)phenyl) carbamate C(N)(OC1=CC=C(C=C1)C1=CC2=C(C=3N(CCC2NC2=CC=C(C=C2)Cl)N=NC3C)C=C1)=O